FC(C(=O)O)(F)F.FC(C(=O)O)(F)F.FC(C(=O)O)(F)F.NCCCNC(CCOCC(COCCC(NCCCN)=O)(COCCC(=O)NCCCN)NC(CCCCCCCCCCC(=O)OCC1=CC=CC=C1)=O)=O benzyl 12-((1,19-diamino-10-((3-((3-aminopropyl)amino)-3-oxopropoxy)methyl)-5,15-dioxo-8,12-dioxa-4,16-diazanonadecan-10-yl)amino)-12-oxododecanoate tris-trifluoroacetate salt